C(#N)C1=CC=C(C=C1)C1=NOC(=N1)N1CCC(CC1)C(=O)NCC1CN(CC1)C(=O)OC(C)(C)C Tert-butyl 3-((1-(3-(4-cyanophenyl)-1,2,4-oxadiazol-5-yl)piperidine-4-carboxamido)methyl)pyrrolidine-1-carboxylate